ClC1=C(C=C(CNC(=O)C=2OC=CC2)C=C1)C(NC1=C2C=NN(C2=CC=C1)C1=CC=C(C=C1)C(F)(F)F)=O (4s)-N-[4-chloro-3-({1-[4-(trifluoromethyl)phenyl]-1H-indazol-4-yl}carbamoyl)benzyl]furan-2-carboxamide